Tert-Butyl (1R,4R,SR)-2-(6-fluoro-8-(methylamino)-2-(2-methylpyrimidin-5-yloxy)-9H-pyrimido[4,5-b]indol-4-yl)-2-azabicyclo[2.2.1]heptan-5-ylcarbamate FC=1C=C2C3=C(NC2=C(C1)NC)N=C(N=C3N3[C@H]1C[C@@H]([C@@H](C3)C1)NC(OC(C)(C)C)=O)OC=1C=NC(=NC1)C |&1:19|